perfluoropropionyl fluoride FC(C(=O)F)(C(F)(F)F)F